C(C)(C)(C)N1CCO[Si]12OCCN2C(C)(C)C 4,9-Di-tert-butyl-1,6-dioxa-4,9-diaza-5-sila-spiro[4.4]nonane